FC(C(=O)N1CC(C1)OC1=CC2=C(C(N(CCO2)C[C@@H](CN2CC3=CC=CC=C3CC2)O)=O)C=C1)F 8-[1-(2,2-difluoroacetyl)azetidin-3-yl]oxy-4-[(2R)-3-(3,4-dihydro-1H-isoquinoline-2-yl)-2-hydroxy-propyl]-2,3-dihydro-1,4-benzoxazepin-5-one